OC1=NC=CC(=C1)N1N=C(C=2CN(CC(C21)OC2=CC=C(C=C2)C(=O)OC)C(=O)OC(C)(C)C)C(F)(F)F tert-butyl 1-(2-hydroxypyridin-4-yl)-7-(4-(methoxycarbonyl)phenoxy)-3-(trifluoromethyl)-1,4,6,7-tetrahydro-5H-pyrazolo[4,3-c]pyridine-5-carboxylate